ethyl 2-[[tert-butoxycarbonyl-[3-ethylsulfonyl-5-(trifluoromethyl)pyrazolo[1,5-a]pyridin-2-yl]amino]methyl]-5-(trifluoromethyl)pyridine-3-carboxylate C(C)(C)(C)OC(=O)N(C1=NN2C(C=C(C=C2)C(F)(F)F)=C1S(=O)(=O)CC)CC1=NC=C(C=C1C(=O)OCC)C(F)(F)F